glycidyl-neodecanoic acid C(C1CO1)C(C(=O)O)CCCCC(C)(C)C